C(C)(C)(C)OC(=O)N1C[C@]([C@H](C1)CC=C)(O[Si](C)(C)C)C(Cl)(Cl)Cl (3S,4S)-4-allyl-3-(trichloromethyl)-3-((trimethylsilyl)oxy)pyrrolidine-1-carboxylic acid tert-butyl ester